C(C)(CC)OC=1C(=NC=C(C1)I)Cl (sec-butoxy)-2-chloro-5-iodopyridine